N1=C(C=CC=C1)CC[Si](OC)(OC)OC 2-pyridylethyltrimethoxysilane